2-(2-(2-methoxyethoxy)ethoxy)-4-(6-(piperidin-1-yl)naphthalen-2-yl)pyridine-3,5-dinitrile COCCOCCOC1=NC=C(C(=C1C#N)C1=CC2=CC=C(C=C2C=C1)N1CCCCC1)C#N